C(C=C)N1N(C2=NC(=NC=C2C1=O)SC)C1=CC(=CC=C1)C(C)(C)O 2-allyl-1-(3-(2-hydroxypropan-2-yl)phenyl)-6-(methylthio)-1H-pyrazolo[3,4-d]pyrimidin-3(2H)-one